CC1=CC(=C2C(=N1)CN(C2)C(C[C@@H]2[C@H](C2)C=2C=NC(=CC2)C)=O)C 1-(2,4-dimethyl-5,7-dihydro-6H-pyrrolo[3,4-b]pyridin-6-yl)-2-[(1R,2S)-2-(6-methylpyridin-3-yl)cyclopropyl]ethanone